[Br-].C(CCCCCCCCCCCCCCC)N1CN(C=C1)CCCCCCCCCCCCCCCC 1,3-dihexadecyl-imidazole bromide salt